OC(CCNC(=O)C=1C=NC2=CC=C(C=C2C1NC1COC1)C1=CN=CS1)(C)C N-(3-hydroxy-3-methylbutyl)-4-(oxetan-3-ylamino)-6-(thiazol-5-yl)quinoline-3-carboxamide